7-((3-(dimethylamino)propyl)amino)tridecanedioic acid CN(CCCNC(CCCCCC(=O)O)CCCCCC(=O)O)C